[Cl-].NC1=C[N+](=NO1)[C@@H](C)C1=CC=C(C=C1)Br (s)-5-amino-3-(1-(4-bromophenyl)ethyl)-1,2,3-oxadiazol-3-ium chloride